NCCCOCC(COCCCN)(COCCCN)COCCCN 3-[3-(3-amino-propoxy)-2,2-bis(3-amino-propoxymethyl)-propoxy]-propylamine